C(#N)C1CN(CC12CN(C2)C(=O)C2(CC2)C(F)(F)F)C(=O)C=2C=NN(C2)CC2=C(C(=O)OC)C=CC=C2 methyl 2-((4-(8-cyano-2-(1-(trifluoromethyl)cyclopropane-1-carbonyl)-2,6-diazaspiro[3.4]octane-6-carbonyl)-1H-pyrazol-1-yl)methyl)benzoate